1,5-dimethyl-6-sulfanylidene-3-(2,2,7-trifluoro-3-oxo-4-prop-2-ynyl-1,4-benzoxazin-6-yl)-1,3,5-triazinane-2,4-dione CN1C(N(C(N(C1=S)C)=O)C=1C(=CC2=C(N(C(C(O2)(F)F)=O)CC#C)C1)F)=O